O=S1(CCN(CC1)C=1C=NC(=C(C(=O)NC=2C3=C(SC2C(NC2=CC(=C(C=C2)F)C(F)(F)F)=O)C=C(C=C3)C(F)(F)F)C1)OC)=O 5-(1,1-dioxidothiomorpholino)-N-(2-((4-fluoro-3-(trifluoromethyl)phenyl)carbamoyl)-6-(trifluoromethyl)benzo[b]thiophen-3-yl)-2-methoxynicotinamide